ClC1=CC(=NC=2N1N=CC2C(C)C)C=2C=NC=CC2 7-chloro-3-isopropyl-5-(3-pyridinyl)pyrazolo[1,5-a]Pyrimidine